1-(3-methoxyphenyl)-N-(4-(3-(pyridin-4-ylmethyl)ureido)phenyl)methanesulfonamide COC=1C=C(C=CC1)CS(=O)(=O)NC1=CC=C(C=C1)NC(=O)NCC1=CC=NC=C1